tert-butyl ((6S,16R,E)-16-methyl-2,5-dioxooxacyclohexadec-3-en-6-yl) succinate C(CCC(=O)O[C@@H]1C(/C=C/C(O[C@@H](CCCCCCCCC1)C)=O)=O)(=O)OC(C)(C)C